FC=1C=C2C(=NNC2=CC1OCCOC)C1=CC(=NO1)C1=CC(=C(C=C1)C(=O)N1CC(C1)N1CCOCC1)C (4-{5-[5-fluoro-6-(2-methoxy-ethoxy)-1H-indazol-3-yl]-isoxazol-3-yl}-2-methylphenyl)-(3-morpholin-4-yl-azetidin-1-yl)-methanone